4-(3-(4-Chlorophenyl)-5-(quinoxalin-6-yl)-4,5-dihydro-1H-pyrazol-1-yl)-4-oxo-N-(phenylsulfonyl)butanamide ClC1=CC=C(C=C1)C1=NN(C(C1)C=1C=C2N=CC=NC2=CC1)C(CCC(=O)NS(=O)(=O)C1=CC=CC=C1)=O